3-(2-(methoxymethyl)-2H-tetrazol-5-yl)thiophen COCN1N=C(N=N1)C1=CSC=C1